ClC1=NC=CC=C1NC1=C(C#N)C=CC(=C1)OC(F)(F)F 2-[(2-chloro-3-pyridinyl)amino]-4-(trifluoromethoxy)benzonitrile